2-chloro-4-(cyclopentyloxy)quinazoline ClC1=NC2=CC=CC=C2C(=N1)OC1CCCC1